3-({5-chloro-4-[(2,3-difluorobenzyl)amino]pyrimidin-2-yl}amino)-N-(piperidin-3-yl)benzamide ClC=1C(=NC(=NC1)NC=1C=C(C(=O)NC2CNCCC2)C=CC1)NCC1=C(C(=CC=C1)F)F